(S)-N-(5-(propanoyl-3,3,3-d3)-4-((2,4,5-trimethyl-4,5-dihydropyrido[3,4-e][1,2,4]triazolo[1,5-a]pyrazin-6-yl)amino)pyridin-2-yl)cyclopropanecarboxamide C(CC([2H])([2H])[2H])(=O)C=1C(=CC(=NC1)NC(=O)C1CC1)NC1=NC=CC2=C1N([C@H](C=1N2N=C(N1)C)C)C